tert-butyl (2-amino-4-fluorobenzyl)carbamate NC1=C(CNC(OC(C)(C)C)=O)C=CC(=C1)F